CC1(C(C2=CC(=CC=C2C1)C1=CC(=CC=C1)OC(F)(F)F)NC(O[C@@H]1CN2CCC1CC2)=O)C (S)-quinuclidin-3-yl (2,2-dimethyl-6-(3-(trifluoromethoxy)phenyl)-2,3-dihydro-1H-inden-1-yl)carbamate